5-N-acetyl-8-O-acetyl-neuraminic acid C(C)(=O)N[C@@H]1[C@H](CC(C(O)=O)(O)O[C@H]1[C@H](O)[C@H](OC(C)=O)CO)O